ClC1=CC=C(C=C1)NC1=C(C(=NC(=N1)N1CCOCC1)CNC(=O)C1=NOC(=C1)C1CC1)C N-((6-((4-chlorophenyl)amino)-5-methyl-2-morpholinopyrimidin-4-yl)methyl)-5-cyclopropylisoxazole-3-carboxamide